N1=CC=CC=2C=CN=CC21 pyrido[3,2-D]pyridine